6-{5-[5-Fluoro-6-(2-methoxy-ethoxy)-1H-indazol-3-yl]-isoxazol-3-yl}-nicotinic acid FC=1C=C2C(=NNC2=CC1OCCOC)C1=CC(=NO1)C1=NC=C(C(=O)O)C=C1